C(CCCCCCCCCCCCCCCCCCCCC)S n-docosane-yl mercaptan